4-amino-7-fluoro-N,3-dimethyl-N-((3S)-6-(1-(trifluoromethyl)-1H-pyrazol-4-yl)-2,3-dihydro-1-benzofuran-3-yl)-3H-pyrazolo[3,4-c]quinoline-8-carboxamide NC1=NC=2C=C(C(=CC2C2=C1N(N=C2)C)C(=O)N([C@@H]2COC1=C2C=CC(=C1)C=1C=NN(C1)C(F)(F)F)C)F